(R)-tert-butyl-(4,5-dihydroxypentyl) carbamate C(N)(OCCC[C@H](C(O)C(C)(C)C)O)=O